9H-xanthen C1=CC=CC=2OC3=CC=CC=C3CC12